CC1=CC(=CC(=N1)N1[C@@H]([C@H](CC1=O)COS(=O)(=O)C)C(=O)OC(C)(C)C)C(F)(F)F tert-butyl (2s,3s)-1-(6-methyl-4-(trifluoromethyl) pyridin-2-yl)-3-(((methylsulfonyl) oxy) methyl)-5-oxopyrrolidine-2-carboxylate